CN1N=NC2=C1C=CC(=C2C)[C@@H](C(C(=O)O)(C)C)C2=CC(=C(C=C2)C)CN2C[C@@H](OC1=C(C2)N=C(C=C1)O)CC (S)-3-(1,4-dimethyl-1H-benzo[d][1,2,3]triazol-5-yl)-3-(3-(((S)-2-ethyl-7-hydroxy-2,3-dihydropyrido[2,3-f][1,4]oxazepin-4(5H)-yl)methyl)-4-methylphenyl)-2,2-dimethylpropionic acid